(4-(3,4,5-trifluorophenyl)-1H-1,2,3-triazol-1-yl)tetrahydro-2H-pyran-3,5-diol FC=1C=C(C=C(C1F)F)C=1N=NN(C1)C1OCC(CC1O)O